3-(5-(3-(piperidine-1-carbonyl)pyrazolo[1,5-a]pyridin-7-yl)pyridin-2-yl)oxazolidin-2-one N1(CCCCC1)C(=O)C=1C=NN2C1C=CC=C2C=2C=CC(=NC2)N2C(OCC2)=O